Cl.C12C(CC(C1)C2)N bicyclo[2.1.1]hexan-2-amine HCl